N-methyl-N-propylpyridinium C[N+]1(CC=CC=C1)CCC